Cl.O[C@@H]1C(OCC1)=O (S)-4,5-dihydro-3-hydroxy-2(3H)-furanone hydrochloride